1-[3-(1-Hydroxyethyl)-6-[6-[(6-methylpyridazin-3-yl)amino]benzimidazol-1-yl]-2-pyridinyl]-5-methyl-pyrazole-3-carbonitrile OC(C)C=1C(=NC(=CC1)N1C=NC2=C1C=C(C=C2)NC=2N=NC(=CC2)C)N2N=C(C=C2C)C#N